methyl 2-chloro-4-fluorobenzo[d]thiazole-6-carboxylate ClC=1SC2=C(N1)C(=CC(=C2)C(=O)OC)F